2-(2,2-di-fluoro-propoxy)-6-methyl-pyridine-3-carbonitrile FC(COC1=NC(=CC=C1C#N)C)(C)F